NC1=C(C=CC=C1)NC(CCCCOC=1C=C(C=C2C(=NC=NC12)C)C=1C=NC(=C(C1)NS(=O)(=O)C1=C(C=C(C=C1)F)F)OC)=O N-(2-aminophenyl)-5-((6-(5-((2,4-difluorophenyl)sulfonylamino)-6-methoxypyridin-3-yl)-4-methylquinazolin-8-yl)oxy)pentanamide